5-(2-(2-Chlorophenyl)-4-cyclopropylpiperazin-1-yl)-3-fluoro-N-((R,E)-4-(methylsulfonyl)but-3-en-2-yl)picolinamide ClC1=C(C=CC=C1)C1N(CCN(C1)C1CC1)C=1C=C(C(=NC1)C(=O)N[C@H](C)\C=C\S(=O)(=O)C)F